C1(CCCCC1)C1=CC=C(C=C1)C(C)OC([C@@H](NC(=O)C1=NC=CC(=C1O)NC=O)C)=O N-[[4-(formylamino)-3-hydroxy-2-pyridinyl]carbonyl]-L-alanine 1-(4-cyclohexylphenyl)ethyl ester